C(C(C)C)N1N=CC(=C1)N 1-isobutyl-4-pyrazolamine